N-(hydroxyethylcarboxymethyl)-2-imidazoline OCCC(N1C=NCC1)C(=O)O